2,2-bis(hydroxy-methyl)butyric acid OCC(C(=O)O)(CC)CO